3-(4-Chloro-1H-pyrazol-1-yl)-3-(((6-chloro-2-(trifluoromethyl)quinolin-4-yl)amino)methyl)-N-(methyl-d3)azetidine-1-carboxamide ClC=1C=NN(C1)C1(CN(C1)C(=O)NC([2H])([2H])[2H])CNC1=CC(=NC2=CC=C(C=C12)Cl)C(F)(F)F